N,N'-bis-(3-(3,5-di-tert-butyl-4-hydroxyphenyl)propanoyl)hexanediamine C(C)(C)(C)C=1C=C(C=C(C1O)C(C)(C)C)CCC(=O)NC(CCCCC)NC(CCC1=CC(=C(C(=C1)C(C)(C)C)O)C(C)(C)C)=O